((4-((2-isopropoxyethoxy)methyl)phenoxy)methyl)-3-isopropyloxazolidin-2-one C(C)(C)OCCOCC1=CC=C(OCC2N(C(OC2)=O)C(C)C)C=C1